ClC1=C(C=CC=C1)C(=C)C1=NNC=C1 3-(1-(2-chlorophenyl)vinyl)-1H-pyrazole